3-Fluoro-8-{[tri(prop-2-yl)silyl]ethynyl}naphthalene-1-ol FC=1C=C(C2=C(C=CC=C2C1)C#C[Si](C(C)C)(C(C)C)C(C)C)O